2-chloro-9-((1r,4r)-4-(2-hydroxyethoxy)cyclohexyl)-7-methyl-7,9-dihydro-8H-purin-8-one ClC1=NC=C2N(C(N(C2=N1)C1CCC(CC1)OCCO)=O)C